ethyl 6-(3-fluoro-4-methylphenyl)-4-oxo-3-(trifluoromethyl)-4,5-dihydropyrazolo-[1,5-a]pyrazine-2-carboxylate FC=1C=C(C=CC1C)C=1NC(C=2N(C1)N=C(C2C(F)(F)F)C(=O)OCC)=O